4-(4-amino-1-(3-hydroxycyclohexyl)-1H-pyrazolo[3,4-d]pyrimidin-3-yl)benzyl-5-fluoro-2-Methoxybenzamide NC1=C2C(=NC=N1)N(N=C2C2=CC=C(CC=1C(=C(C(=O)N)C=C(C1)F)OC)C=C2)C2CC(CCC2)O